FC=1C(=NC=CC1)[C@@H]1[C@H](CC1)C=1NC(C2=C(N1)N(N=C2C#N)[C@@H](C)C=2C=NC(=CC2)C(F)(F)F)=O 6-((1S,2S)-2-(3-fluoropyridin-2-yl)cyclobutyl)-4-oxo-1-((S)-1-(6-(trifluoromethyl)pyridin-3-yl)ethyl)-4,5-dihydro-1H-pyrazolo[3,4-d]pyrimidine-3-carbonitrile